C(C)(=O)OC1=CN(C=2N=CN=C(C21)C2=C(C=C(C=C2)C(C)(C)C)OC(C)=O)C 4-(2-acetoxy-4-tert-butylphenyl)-7-methyl-7H-pyrrolo[2,3-d]pyrimidin-5-yl acetate